FC1(CC(C1)CC(C(=O)N1CC([C@H]([C@]12CC(CC2)(F)F)O)(F)F)=O)F 3-(3,3-difluorocyclobutyl)-1-((4s,5s)-3,3,7,7-tetrafluoro-4-hydroxy-1-azaspiro[4.4]nonan-1-yl)propane-1,2-dione